N-[2-(methylamino)ethyl]-3-[[4-[[2-(6-methyl-2-pyridyl)pyrimidin-4-yl]amino]pyrimidin-2-yl]amino]benzenesulfonamide CNCCNS(=O)(=O)C1=CC(=CC=C1)NC1=NC=CC(=N1)NC1=NC(=NC=C1)C1=NC(=CC=C1)C